(R)-2-(m-tolyl)propanoic acid C1(=CC(=CC=C1)[C@H](C(=O)O)C)C